C1(CC1)CN1C(=CC2=CC=CC(=C12)CCC=1C(=NNC1C)C)C1=NC2=C(N1C)C(=CC(=C2)C(=O)N2[C@@H]1CC[C@H](C2)[C@H]1N)OC (1R,4R,7R)-2-{2-[1-(cyclopropylmethyl)-7-[2-(3,5-dimethyl-1H-pyrazol-4-yl)ethyl]-1H-indol-2-yl]-7-methoxy-1-methyl-1H-1,3-benzodiazole-5-carbonyl}-2-azabicyclo[2.2.1]heptan-7-amine